(2E)-2-[(3-Methoxy-1,4-dioxo-1,4-dihydronaphthalen-2-yl)methyliden]-N,N-diethyl-pentanamid COC1=C(C(C2=CC=CC=C2C1=O)=O)\C=C(\C(=O)N(CC)CC)/CCC